7-bromo-3-(4-hydroxy-3-nitrophenyl)-2,3-dihydro-4H-benzo[e][1,3]oxazin-4-one BrC1=CC2=C(C(N(CO2)C2=CC(=C(C=C2)O)[N+](=O)[O-])=O)C=C1